5-(2-azidoethoxy)-N-{3-[4-(dimethylamino)phenyl]propyl}-2,3-dihydro-1H-inden-1-amine N(=[N+]=[N-])CCOC=1C=C2CCC(C2=CC1)NCCCC1=CC=C(C=C1)N(C)C